[Co].[Mn].[Co].[Ni].[Li] lithium nickel cobalt manganese cobalt